(4-(4-cyclopropylpiperazin-1-yl)phenyl)methylamine C1(CC1)N1CCN(CC1)C1=CC=C(C=C1)CN